N-(2-cyanoethyl)-N-methylcarbamic acid C(#N)CCN(C(O)=O)C